C1(CCCCC1)CCCC1C(C1)C(=O)O 2-(3-cyclohexylpropyl)-cyclopropanecarboxylic acid